(2S,5R)-6-hydroxy-N-(N-methylsulfamoyl)-7-oxo-1,6-diazabicyclo[3.2.1]octane-2-carboximidamide ON1[C@@H]2CC[C@H](N(C1=O)C2)C(NS(NC)(=O)=O)=N